2-hydroxy-4-(methyl-thio)butanenitrile OC(C#N)CCSC